Ethyl (2E)-4-[6-({bicyclo[1.1.1]pentan-1-yl}sulfamoyl)-2,4-dioxo-1H-quinazolin-3-yl]but-2-enoate C12(CC(C1)C2)NS(=O)(=O)C=2C=C1C(N(C(NC1=CC2)=O)C/C=C/C(=O)OCC)=O